(6-(1-cyclopropyl-1-hydroxyethyl)-5-fluoropyridin-2-yl)-2-isopropyl-6-((1,2,3,4-tetrahydroisoquinolin-6-yl)amino)-1,2-dihydro-3H-pyrazolo[3,4-d]pyrimidin-3-one C1(CC1)C(C)(O)C1=C(C=CC(=N1)N1N(C(C=2C1=NC(=NC2)NC=2C=C1CCNCC1=CC2)=O)C(C)C)F